BrC1=CC2=C(CNC=CS2)C=C1 8-bromo-4,5-dihydro-1,4-benzothiazepine